tert-butyl 6-chloro-3-oxo-spiro[indane-1,4'-piperidine]-1'-carboxylate ClC1=CC=C2C(CC3(CCN(CC3)C(=O)OC(C)(C)C)C2=C1)=O